C1(CCC1)CN(C(=O)OCC1=C(N=NN1C)C1=CC=C(C(=N1)C)O[C@@H]1C[C@@H](CCCC1)C(=O)O)C (1R,3S)-3-((6-(5-((((cyclobutylmethyl)(methyl)carbamoyl)oxy)methyl)-1-methyl-1H-1,2,3-triazol-4-yl)-2-methylpyridin-3-yl)oxy)cycloheptane-1-carboxylic Acid